N[C@H]1C2N(CC1CC2)C(=O)C=2C=C(C1=C(SC(=C1C)C1=CC=3C(=NC=CC3)N1CC1CC1)C2)OC ((7R)-7-amino-2-azabicyclo[2.2.1]hept-2-yl)(2-(1-(cyclopropylmethyl)-1H-pyrrolo[2,3-b]pyridin-2-yl)-4-methoxy-3-methylbenzo[b]thiophen-6-yl)methanone